N1=C(C=CC=C1)N1CC(CCC1)C(=O)NC1=C(C=CC=C1)OCC1OCCCC1 1-(2-Pyridinyl)-N-[2-[(tetrahydro-2H-pyran-2-yl)methoxy]phenyl]-3-piperidinecarboxamide